tert-butyl 4-amino-3-(fluoromethyl)piperidine-1-carboxylate NC1C(CN(CC1)C(=O)OC(C)(C)C)CF